(Z)-13,16,19,22,25-octacosapentaenoic acid C(CCCCCCCCCCC\C=C/CC=CCC=CCC=CCC=CCC)(=O)O